BrC=1C=C(C(=NC1O[C@@H]1CC[C@@H](CC1)C(C)C)C)N=CN(C)CC N'-{5-bromo-6-[(cis-4-isopropylcyclohexyl)oxy]-2-methylpyridin-3-yl}-N-ethyl-N-methyl-imidoformamide